ClC1=CC(=C(N)C=C1Cl)F 4,5-dichloro-2-fluoroaniline